ethyl 2-(((4-(1-methyl-1H-pyrazol-4-yl) pyridin-2-yl) methyl) amino)-2-oxoacetate CN1N=CC(=C1)C1=CC(=NC=C1)CNC(C(=O)OCC)=O